2-Chloro-5-((R)-3-methyl-10-oxo-9-((S)-1-(4-(trifluoromethoxy)phenyl)ethyl)-1,2,3,4,7,8,9,10-octahydropyrido[4',3':3,4]pyrazolo[1,5-a]pyrazine-2-carbonyl)benzonitrile ClC1=C(C#N)C=C(C=C1)C(=O)N1CC=2C(=NN3C2C(N(CC3)[C@@H](C)C3=CC=C(C=C3)OC(F)(F)F)=O)C[C@H]1C